t-butyl (5-bromothiazol-2-yl)carbamate BrC1=CN=C(S1)NC(OC(C)(C)C)=O